ClC=1C=C2C(=NN(C2=CC1)C)C1=CC=C(C=C1)NC(=O)NCC1=CN=CO1 1-(4-(5-Chloro-1-methyl-1H-indazol-3-yl)phenyl)-3-(oxazol-5-ylmethyl)urea